2-chloro-7-(4-{[9-(2,4-difluorobenzyl)-5,6,8,9-tetrahydro-7H-pyrido[4',3':4,5]pyrrolo[2,3-b]pyridin-7-yl]carbonyl}phenyl)-6-methyl-9-(4-piperidinyl)-7,9-dihydro-8H-purin-8-one ClC1=NC(=C2N(C(N(C2=N1)C1CCNCC1)=O)C1=CC=C(C=C1)C(=O)N1CC2=C(C=3C(=NC=CC3)N2CC2=C(C=C(C=C2)F)F)CC1)C